3-(5-bromo-2-(2-((S)-1-methoxyethyl)-5-((8R,9aS)-octahydropyrido[2,1-c][1,4]oxazin-8-yl)pyridin-3-yl)-1-(2,2,2-trifluoroethyl)-1H-indol-3-yl)-2,2-dimethylpropyl acetate C(C)(=O)OCC(CC1=C(N(C2=CC=C(C=C12)Br)CC(F)(F)F)C=1C(=NC=C(C1)[C@H]1C[C@H]2COCCN2CC1)[C@H](C)OC)(C)C